C(C)OC(=O)C=1C(=NC(=C(C1OCC1=CC=CC=C1)C(C(=O)N)OC)C)Cl 5-(2-amino-1-methoxy-2-oxo-ethyl)-4-benzyloxy-2-chloro-6-methyl-pyridine-3-carboxylic acid ethyl ester